4-chloro-N-(1-methyl-1H-pyrazol-4-yl)-1,3,5-triazine-2-amine ClC1=NC(=NC=N1)NC=1C=NN(C1)C